CC=1OC2=NC(=CC(=C2N1)C)C=1N=C2N(C(C1)=O)C=C(S2)[C@@H]2[C@@H](CNCC2)F 7-(2,7-dimethyloxazolo[5,4-b]pyridin-5-yl)-2-[(3s,4s)-3-fluoro-4-piperidinyl]thiazolo[3,2-a]pyrimidin-5-one